C(C=C)(=O)N1CC(C1)CN1C(C=NC2=CC(=C(C=C12)Cl)C1=C2C=CNC2=CC=C1)=O 1-((1-propenoylazetidin-3-yl)methyl)-7-chloro-6-(1H-indol-4-yl)quinoxalin-2(1H)-one